N-(4-((6-carbamoyl-7-methoxyquinolin-4-yl)oxy)-2-fluorophenyl)-N-cyclopropylcyclopropane-1,1-dicarboxylic acid amide C(N)(=O)C=1C=C2C(=CC=NC2=CC1OC)OC1=CC(=C(C=C1)N(C(=O)C1(CC1)C(=O)O)C1CC1)F